C(CCCCC)C(CCCCCCCC)OC(CCCCCCCOC(=O)[C@H]1N(CC(C1)OC(CCN(C)C)=O)CCCCCC(=O)OC(CCCCCCCC)CCCCCC)=O (2S)-4-[3-(dimethylamino)propionyloxy]-1-[6-(1-hexylnonoxy)-6-oxo-hexyl]pyrrolidine-2-carboxylic acid [8-(1-hexylnonoxy)-8-oxo-octyl] ester